3-fluoro-3-(2-(trifluoromethoxy)pyridin-3-yl)cyclobutyl ((7-chloro-2-(2,6-dioxopiperidin-3-yl)-4-fluoro-3-oxoisoindolin-5-yl)methyl)carbamate ClC=1C=C(C(=C2C(N(CC12)C1C(NC(CC1)=O)=O)=O)F)CNC(OC1CC(C1)(C=1C(=NC=CC1)OC(F)(F)F)F)=O